FC(C1CN(C1)C(=O)C1(CCN(CC1)C(=O)OC(C)(C)C)C(=O)OC)(F)F O1-tert-Butyl O4-methyl 4-[3-(trifluoromethyl)azetidine-1-carbonyl]piperidine-1,4-dicarboxylate